diethyl allylphosphonate diethyl-vinylphosphonate C(C)OP(OCC)(=O)C=C.C(C=C)P(OCC)(OCC)=O